N,N-bis(4-(dibenzo[b,d]furan-4-yl)phenyl)[1,1':4',1''-terphenyl]-4-amine C1=CC=C(C=2OC3=C(C21)C=CC=C3)C3=CC=C(C=C3)N(C3=CC=C(C=C3)C3=CC=C(C=C3)C3=CC=CC=C3)C3=CC=C(C=C3)C3=CC=CC2=C3OC3=C2C=CC=C3